tris-(2-carbonyl-ethyl)phosphorus hydrochloride Cl.C(=O)=CCP(CC=C=O)CC=C=O